NC1C2(CC3CC(CC1C3)C2)C(=O)N aminoadamantane-1-carboxamide